N-(4-chlorobenzyl)but-3-yne-1-amine ClC1=CC=C(CNCCC#C)C=C1